C(N)(OCCCC(NC(C(=CC)C)=O)C(C)(C)C)=O tert-butyl-(4-(2-methylbut-2-enamido) butyl) carbamate